ClC=1C=C(C=CC1Cl)C=1N=C(SC1SC(C)C)N1N=C(C(=C1C(=O)O)C1=CC(=CC(=C1)C)OC)C 1-(4-(3,4-dichlorophenyl)-5-(isopropylthio)thiazol-2-yl)-4-(3-methoxy-5-methylphenyl)-3-methyl-1H-pyrazole-5-carboxylic acid